ClC1=C(C=CC=C1Cl)C(=O)N1[C@@H](C=2N(CC1)C(=NN2)C(F)(F)F)C2=CC=CC=C2 |r| (±)-(2,3-dichlorophenyl)(8-phenyl-3-(trifluoromethyl)-5,6-dihydro-[1,2,4]triazolo[4,3-a]pyrazin-7(8H)-yl)methanone